N-(2-hydroxy-3-{1H,2H,3H,4H,9H-pyrido[3,4-b]indol-2-yl}propyl)pyrimidine-4-carboxamide OC(CNC(=O)C1=NC=NC=C1)CN1CC=2NC3=CC=CC=C3C2CC1